((3-(2-(6-(Difluoromethyl)imidazo[1,2-a]pyrazin-3-yl)pyrimidin-4-yl)phenyl)sulfonyl)methanamine FC(C=1N=CC=2N(C1)C(=CN2)C2=NC=CC(=N2)C=2C=C(C=CC2)S(=O)(=O)CN)F